C(#N)C=1C=C(COC2=C(C=O)C=CC(=C2)OCC2=C(C(=CC=C2)C2=C(C=CC=C2)F)Cl)C=CC1 2-(3-Cyanobenzyloxy)-4-(2-chloro-3-o-fluorophenyl-benzyloxy)benzaldehyde